C1(CCCC1)CC1=CC=C(C=C1)C=1NC=2N(C(C1)=O)N=C(C2C(=O)N2C(C(C2)CF)C)C2=NC=CC=N2 5-(4-(cyclopentylmethyl)phenyl)-3-(3-(fluoromethyl)-2-methylazetidine-1-carbonyl)-2-(pyrimidin-2-yl)pyrazolo[1,5-a]pyrimidin-7(4H)-one